tri(2-hydroxyethyl)methyl-ammonium OCC[N+](C)(CCO)CCO